O=C1[C@H]2COCCOC=3C=C4C(OC[C@@H](N1)C2)=NC=CC4=CC3C(=O)N (3S,6R)-5-oxo-2,3,4,5,6,7,9,10-octahydro-12,14-(ethanediylidene)-3,6-methanopyrido[2,3-l][1,4,11,8]trioxazacyclopentadecine-19-carboxamide